(S)-(6,7-dichloro-1-(methoxymethyl)-1,3,4,5-tetrahydro-2H-pyrido[4,3-b]indol-2-yl)(5-methoxypyrimidin-2-yl)methanone ClC1=C(C=CC=2C3=C(NC12)CCN([C@@H]3COC)C(=O)C3=NC=C(C=N3)OC)Cl